ClC1=CC(=C(C=C1Cl)C(C1CCN(CC1)S(=O)(=O)CC1=CC=CC=C1)CC(C)(S(=O)N)C)O ((4,5-dichloro-2-hydroxyphenyl)(1-toluenesulfonylpiperidin-4-yl)methyl)-2-methylpropane-2-sulfinamide